4-amino-6-(trifluoromethyl)pyridin-2-ol NC1=CC(=NC(=C1)C(F)(F)F)O